5-(trifluoromethyl)pyridazine-3-carboxylic acid methyl ester COC(=O)C=1N=NC=C(C1)C(F)(F)F